3-chloropyridin-2-yl-3-bromo-1-(3-chloropyridin-2-yl)-1H-pyrazole-5-carboxylic acid ClC=1C(=NC=CC1)C=1C(=NN(C1C(=O)O)C1=NC=CC=C1Cl)Br